C1(=CC=CC=C1)N(C(C1=CC=C(C=C1)Cl)=O)CC(=C)C N-phenyl-N-[(2-methyl)allyl]-4-chlorobenzamide